2-cyclopropylacetamidine C1(CC1)CC(=N)N